(E)-1-((2-fluoro-3-iodophenyl)diazenyl)pyrrolidine FC1=C(C=CC=C1I)/N=N/N1CCCC1